ClC1=NN(C(C=2C1=CN(C(C2)=O)C2(CN(CC2)C(=O)OC(C)(C)C)C(F)(F)F)=O)C tert-butyl 3-(4-chloro-2-methyl-1,7-dioxo-pyrido[3,4-d]pyridazin-6-yl)-3-(trifluoromethyl)pyrrolidine-1-carboxylate